CC1=C(C=CC(=C1)OC1=CC=CC=C1)N1C(N(C(NC1=O)=O)C1=CC=CC=C1)=O 1-(2-methyl-4-phenoxyphenyl)-3-phenyl-1,3,5-triazinane-2,4,6-trione